tert-butyl ((1R,5S,6s)-3-(5-(3-cyano-6-ethoxypyrazolo[1,5-a]pyridin-4-yl)pyridin-2-yl)-3-azabicyclo[3.1.0]hexan-6-yl)carbamate C(#N)C=1C=NN2C1C(=CC(=C2)OCC)C=2C=CC(=NC2)N2C[C@@H]1C([C@@H]1C2)NC(OC(C)(C)C)=O